FC(CN)(C1=CC=C(C=C1)C(C)(C)C)F 2,2-difluoro-2-(4-tert-butylphenyl)ethane-1-amine